FC1(CCC1)CN 1-(1-fluorocyclobutyl)methylamine